OC1C(CN(C1)C(=O)OC(C)(C)C)(C(=O)[O-])C 1-(tert-butyl) 4-hydroxy-3-methylpyrrolidine-1,3-dicarboxylate